2-(4-(6-((4-cyano-2-fluorobenzyl)oxy)pyridin-2-yl)-2,5-difluorobenzyl)-1-((3R,4R)-4-(difluoromethyl)tetrahydrofuran-3-yl)-1H-benzo[d]imidazole-6-carboxylic acid C(#N)C1=CC(=C(COC2=CC=CC(=N2)C2=CC(=C(CC3=NC4=C(N3[C@H]3COC[C@@H]3C(F)F)C=C(C=C4)C(=O)O)C=C2F)F)C=C1)F